4-(5-(1-Ethyl-1H-pyrazol-4-yl)benzo[d]oxazol-2-yl)picolinic acid ethyl ester C(C)OC(C1=NC=CC(=C1)C=1OC2=C(N1)C=C(C=C2)C=2C=NN(C2)CC)=O